2-(3-(3,3-difluoro-1-((4-methyl-4H-1,2,4-triazol-3-yl)methyl)-cyclobutyl)phenyl)-6-((2S,6S)-6-ethylpiperidin-2-yl)-4-(trifluoromethyl)isoindolin-1-one FC1(CC(C1)(CC1=NN=CN1C)C=1C=C(C=CC1)N1C(C2=CC(=CC(=C2C1)C(F)(F)F)[C@H]1N[C@H](CCC1)CC)=O)F